tert-butyl 3-[2-[acetyl(methyl)amino]-7-bromo-8-fluoro-6-(trifluoromethyl)quinazolin-4-yl]-3,8-diazabicyclo[3.2.1]octane-8-carboxylate C(C)(=O)N(C1=NC2=C(C(=C(C=C2C(=N1)N1CC2CCC(C1)N2C(=O)OC(C)(C)C)C(F)(F)F)Br)F)C